C1(CCCCC1)OC(=O)NCC(=O)OC(C(=O)O)CC (((cyclohexyloxy)carbonyl)glycyloxy)butanoic acid